2-(2-(2-Fluoro-5-((6-fluoro-4-methyl-1H-indol-5-yl)oxy)phenyl)-1H-imidazol-4-yl)-2-phenylpropan-1-ol FC1=C(C=C(C=C1)OC=1C(=C2C=CNC2=CC1F)C)C=1NC=C(N1)C(CO)(C)C1=CC=CC=C1